ClC=1C=NN2C1N=C(N=C2NC2CCC(CC2)N(C)CCCF)C2=C(C=CC=C2F)F (1r,4r)-N1-(8-chloro-2-(2,6-difluorophenyl)pyrazolo[1,5-a][1,3,5]triazin-4-yl)-N4-(3-fluoropropyl)-N4-methylcyclohexane-1,4-diamine